F[C@@H]1C[C@H](N(C1)C(CN1C(OC(=N1)C)=O)=O)C(=O)N[C@H](C1=CC=C(C=C1)C(C)C)C1=CC=CC=C1 (2S,4R)-4-fluoro-1-[2-(5-methyl-2-oxo-2,3-dihydro-1,3,4-oxadiazol-3-yl)acetyl]-N-[(S)-phenyl[4-(propan-2-yl)phenyl]methyl]pyrrolidine-2-carboxamide